Methyl 1-(5-fluoro-2,4-dinitrophenoxy)cyclopropane-1-carboxylate FC=1C(=CC(=C(OC2(CC2)C(=O)OC)C1)[N+](=O)[O-])[N+](=O)[O-]